17,17,17-trifluoro-1-heptadecene FC(CCCCCCCCCCCCCCC=C)(F)F